ClC1=CC=C(C=C1)C12CC3(CC(CC(C1)C3)C2)CNN2CCN(CC2)C [3-(4-Chloro-phenyl)-adamantan-1-ylmethyl]-(4-methyl-piperazin-1-yl)-amine